[2-((R)-3-Fluoro-pyrrolidin-1-yl)-5-methyl-6-morpholin-4-yl-pyridin-3-yl]-carbamic acid ethyl ester C(C)OC(NC=1C(=NC(=C(C1)C)N1CCOCC1)N1C[C@@H](CC1)F)=O